BrC1=C2C=NN(C2=CC=C1)[C@@H]1[C@@H](CN(CC1)C(=O)OC(C)(C)C)F tert-Butyl (3R,4S)-4-(4-bromo-1H-indazol-1-yl)-3-fluoropiperidine-1-carboxylate